N-{(2S,3R,4S)-4-fluoro-1-(oxetane-2-carbonyl)-2-[(2,2',3'-trifluoro[1,1'-biphenyl]-3-yl)methyl]pyrrolidin-3-yl}cyclopropanesulfonamide F[C@@H]1[C@@H]([C@@H](N(C1)C(=O)C1OCC1)CC=1C(=C(C=CC1)C1=C(C(=CC=C1)F)F)F)NS(=O)(=O)C1CC1